NC1=NC(=C(C=C1C=1C=C2CCNC(C2=CC1)=O)C1=CC(=C(C=C1)C1CCOCC1)CN1CCCC1)F 6-(2-amino-6-fluoro-5-(3-(pyrrolidin-1-ylmethyl)-4-(tetrahydro-2H-pyran-4-yl)phenyl)pyridin-3-yl)-3,4-dihydroisoquinolin-1(2H)-one